[1-(2,6-Dioxopiperidin-3-yl)-3-methyl-2-oxo-1,3-benzodiazol-4-yl]pyrrolidine-1-carboxylic acid tert-butyl ester C(C)(C)(C)OC(=O)N1C(CCC1)C1=CC=CC=2N(C(N(C21)C)=O)C2C(NC(CC2)=O)=O